2,4,7-trimethyloctan-2,6-dienal CC(C=O)=CC(CC=C(C)C)C